C(#N)[C@@H](C[C@H]1C(NCCC1)=O)NC(=O)[C@@H]1N([C@H]2CC([C@@H]1CC2)(F)F)C([C@H](C(C)(C)C)NC(C(F)(F)F)=O)=O (1R,3R,4R)-N-[(1R)-1-cyano-2-[(3S)-2-oxo-3-piperidyl]ethyl]-2-[(2S)-3,3-dimethyl-2-[(2,2,2-trifluoroacetyl)amino]butanoyl]-5,5-difluoro-2-azabicyclo[2.2.2]octane-3-carboxamide